FC(C(=O)O)(F)F.NCCC[C@@H]([C@@H](C(=O)NC1=CC=2N(C=C1)N=CC2C(=O)N)N2C(C=C(C(=C2)OC)C2=C(C=CC(=C2)Cl)C#N)=O)C 5-({(2S,3S)-6-amino-2-[4-(5-chloro-2-cyanophenyl)-5-methoxy-2-oxopyridin-1(2H)-yl]-3-methylhexanoyl}amino)pyrazolo[1,5-a]pyridine-3-carboxamide trifluoroacetate